C1(CC1)COC=1C=C(C=CC1OC(F)F)C(C#CC)=O (3-cyclopropylmethoxy-4-difluoromethoxyphenyl)but-2-yn-1-one